NC1=CC=2CC3N(C(C2C=C1)=O)CCNC3 9-amino-1,2,3,4,11,11a-hexahydro-6H-pyrazino[1,2-b]isoquinolin-6-one